N=1SN=C2C1C=CC=C2 benzo-[c]-[1,2,5]-thiadiazole